(1S,3aR,6aS)-2-((R)-2-fluoro-2-(3-fluorophenyl)propanoyl)-N-((S)-4-fluoro-3-oxo-1-((R)-2-oxopyrrolidin-3-yl)butan-2-yl)octahydrocyclopenta[c]pyrrole-1-carboxamide F[C@](C(=O)N1[C@@H]([C@@H]2[C@H](C1)CCC2)C(=O)N[C@@H](C[C@@H]2C(NCC2)=O)C(CF)=O)(C)C2=CC(=CC=C2)F